FC(C1=CC=C(C=C1)C1=CN=C(O1)C(=O)O)(F)F 5-(4-(trifluoromethyl)phenyl)oxazole-2-carboxylic acid